ClC1=C(C=CC(=C1)Cl)C1=CC(=C(C=C1)C(=O)OCCCN(C)C)NC(=O)C1=C(C=C(C(=C1)O)C(=O)O)C(=O)O 4-[(2',4'-dichloro-4-{[3-(dimethylamino)propoxy]carbonyl}-[1,1'-biphenyl]-3-yl)carbamoyl]-6-hydroxybenzene-1,3-dicarboxylic acid